C(CCCCCCC\C=C/C\C=C/CCCCC)(=O)OCCCCO (hydroxymethyl)propyl (9Z,12Z)-octadeca-9,12-dienoate